1-(4-(6-chloro-7-(2-(1-methylcyclopropyl)phenyl)quinazolin-4-yl)piperazin-1-yl)prop-2-en-1-one ClC=1C=C2C(=NC=NC2=CC1C1=C(C=CC=C1)C1(CC1)C)N1CCN(CC1)C(C=C)=O